[Na+].[Mn](=O)(=O)([O-])[O-].[Na+] manganic acid sodium salt